ClC1=C(C=CC=C1Cl)C=1SC2=C(N1)SC(=N2)N2CCC1(CC2)[C@@H](C2=CC=CC=C2C1)CC(C)(S(=O)N)C ((S)-1'-(5-(2,3-dichlorophenyl)thiazolo[5,4-d]thiazol-2-yl)-1,3-dihydrospiro[inden-2,4'-piperidin]-1-yl)-2-methylpropan-2-sulfinamide